C1(C(C(C(C(C1OP(=O)(O)O)OP(=O)(O)O)OP(=O)(O)O)OP(=O)(O)O)OP(=O)(O)O)OP(=O)(O)O myo-inositol 1,2,3,4,5,6-hexakis(dihydrogen phosphate)